[B].[Re] rhenium-boron